1-(4-(4-methoxyphenyl)butyl)-5-methyl-1H-tetrazole COC1=CC=C(C=C1)CCCCN1N=NN=C1C